(R)-6-(2-(3',5'-bis(trifluoromethyl)-[1,1'-biphenyl]-3-yl)-2-hydroxyacetyl)-2-(1-phenylcyclopropyl)-3,5,6,7,8,9-hexahydro-4H-pyrimido[5,4-c]azepin-4-one FC(C=1C=C(C=C(C1)C(F)(F)F)C1=CC(=CC=C1)[C@H](C(=O)N1CC2=C(CCC1)N=C(NC2=O)C2(CC2)C2=CC=CC=C2)O)(F)F